(2S,2'S,2''S)-3,3',3''-((nitrilotris(methylene))tris(benzofuran-7,5-diyl))tris(2-((R)-pyrrolidin-3-yl)propanoic acid) N(CC1=CC(=CC=2C=COC21)C[C@H](C(=O)O)[C@@H]2CNCC2)(CC2=CC(=CC=1C=COC12)C[C@H](C(=O)O)[C@@H]1CNCC1)CC1=CC(=CC=2C=COC21)C[C@H](C(=O)O)[C@@H]2CNCC2